propoxycarbazone CCCOC1=NN(C(=O)NS(=O)(=O)C2C=CC=CC=2C(=O)OC)C(=O)N1C